6-((2-hexyldecyl)oxy)-6-oxohexanoic acid C(CCCCC)C(COC(CCCCC(=O)O)=O)CCCCCCCC